(R)-2-chloro-N-(5-chloro-6-(4-cyano-1H-pyrazol-1-yl)pyridin-3-yl)-8-methyl-8-(trifluoromethyl)-7,8-dihydro-6H-pyrazolo[1,5-a]pyrrolo[2,3-e]pyrimidine-6-carboxamide ClC1=NN2C(N=CC3=C2[C@@](CN3C(=O)NC=3C=NC(=C(C3)Cl)N3N=CC(=C3)C#N)(C(F)(F)F)C)=C1